CC1=C(C=CC(=C1)C)C1=NC(=NC(=N1)C1=C(C=C(C=C1)C)C)C1=C(C=C(C=C1)OCC(COCC1=CC=CC=C1)O)O 2,4-Bis(2,4-dimethylphenyl)-6-[2-hydroxy-4-(3-benzyl-oxy-2-hydroxypropyloxy)phenyl]-s-triazin